N-(4-ethylpiperazin-1-yl)acrylamide (17β)-3-OXOANDROST-4-EN-17-YL-TRIDECANOATE O=C1C=C2CC[C@H]3[C@@H]4CC[C@@H]([C@@]4(C)CC[C@@H]3[C@]2(CC1)C)OC(CCCCCCCCCCCC)=O.C(C)N1CCN(CC1)NC(C=C)=O